(2'R,3S,3'S,5'R)-6-chloro-3'-(3-chloro-2-fluorophenyl)-5'-(2,2-dimethylpropyl)-N-(4-hydroxycyclohexyl)-2-oxospiro[1H-indole-3,4'-pyrrolidine]-2'-carboxamide ClC1=CC=C2C(=C1)NC([C@@]21[C@H]([C@@H](N[C@@H]1CC(C)(C)C)C(=O)NC1CCC(CC1)O)C1=C(C(=CC=C1)Cl)F)=O